2,2'-((9-oxo-9H-xanthene-3,4-diyl)bis(oxy))diacetic acid O=C1C2=CC=CC=C2OC=2C(=C(C=CC12)OCC(=O)O)OCC(=O)O